BrC1=C(C=C(C=C1)N1C(N=C2C(C1=O)=CC=CN2CC2=CN=C(S2)Cl)=O)F 3-(4-bromo-3-fluorophenyl)-8-((2-chlorothiazol-5-yl)methyl)pyrido[2,3-d]pyrimidine-2,4(3H,8H)-dione